BrC1=CC2=C(N(C(C=N2)=O)C2CCNCC2)N=C1 7-bromo-4-(piperidin-4-yl)pyrido[2,3-b]pyrazin-3-one